tetrakis[3,5-bis(trifluoromethyl)phenyl]boric acid FC(C=1C=C(C=C(C1)C(F)(F)F)[B-](C1=CC(=CC(=C1)C(F)(F)F)C(F)(F)F)(C1=CC(=CC(=C1)C(F)(F)F)C(F)(F)F)C1=CC(=CC(=C1)C(F)(F)F)C(F)(F)F)(F)F.[H+]